(R)-N'-(1-tert-butyl-but-3-enyl)-hydrazinecarboxylic acid benzyl ester C(C1=CC=CC=C1)OC(=O)NN[C@H](CC=C)C(C)(C)C